Benzyl (2-((1-(2,6-dioxopiperidin-3-yl)-3-methyl-2-oxo-2,3-dihydro-1H-benzo[d]imidazol-4-yl)methyl)spiro[3.5]nonan-7-yl)(methyl)carbamate O=C1NC(CCC1N1C(N(C2=C1C=CC=C2CC2CC1(C2)CCC(CC1)N(C(OCC1=CC=CC=C1)=O)C)C)=O)=O